2-(2,5-dimethyl-1H-pyrrol-1-yl)-7-(6-(1-(1-(4-fluorophenyl)propyl)-1H-pyrazol-4-yl)pyrazin-2-yl)-8-methoxy-[1,2,4]triazolo[1,5-a]pyridine CC=1N(C(=CC1)C)C1=NN2C(C(=C(C=C2)C2=NC(=CN=C2)C=2C=NN(C2)C(CC)C2=CC=C(C=C2)F)OC)=N1